Cl.CC1=C(C=C(C(=C1)OC1=CC=CC=C1)C)C(=N)N(C)CC (2,5-dimethyl-4-phenoxyphenyl)-N-ethyl-N-methylformamidine hydrochloride